4-Bromo-3-(difluoromethyl)-1-methyl-1H-pyrazole BrC=1C(=NN(C1)C)C(F)F